3-cyclopropylpyrrolidine-1,2-dicarboxylate C1(CC1)C1C(N(CC1)C(=O)[O-])C(=O)[O-]